1,3,5-tri-(3,5-di-tert-butyl-4-hydroxybenzyl)-2,4,6-trimethylbenzene C(C)(C)(C)C=1C=C(CC2=C(C(=C(C(=C2C)CC2=CC(=C(C(=C2)C(C)(C)C)O)C(C)(C)C)C)CC2=CC(=C(C(=C2)C(C)(C)C)O)C(C)(C)C)C)C=C(C1O)C(C)(C)C